COC(\C=C\CC[C@@H](C(=O)NC=1C(N(C=CC1)CC(=O)NCC(CC)CC)=O)NC(=O)C1=CN=CN1C)=O (s,E)-methyl-7-(1-(2-(2-ethylbutylamino)-2-oxoethyl)-2-oxo-1,2-dihydro-pyridin-3-ylamino)-6-(1-methyl-1H-imidazole-5-carboxamido)-7-oxohept-2-enoate